tri-hexyl-aluminum C(CCCCC)[Al](CCCCCC)CCCCCC